C12NCC(C1N1C=CC=3C(=NC=4C(=C(C(=CC4C31)C(C#N)C)Br)F)OC[C@H]3N(CCC3)C)C2 (1-(2-azabicyclo[2.1.1]hex-5-yl)-7-bromo-6-fluoro-4-(((S)-1-methylpyrrolidin-2-yl)methoxy)-1H-pyrrolo[3,2-c]quinolin-8-yl)propionitrile